C1(=CC=CC=C1)C=1N=CC(=NC1C1=CC=CC=C1)N(CCCCO)C(C)C 4-((5,6-diphenylpyrazin-2-yl)(isopropyl)amino)butan-1-ol